C1(=CC=CC2=CC=CC=C12)C1=CC(=CC(=C1)C1=CC=CC2=CC=CC=C12)C1=CC=CC2=CC=CC=C12 1,3,5-tris(1-naphthyl)benzene